(S)-1-(3,4-dihydro-1H-[1,4]oxazino[4,3-b]indazol-1-yl)-N-methylmethanamine tosylate salt S(=O)(=O)(O)C1=CC=C(C)C=C1.[C@H]1(OCCN2N=C3C=CC=CC3=C21)CNC